O=C1NC(CCC1N1C(C2=CC=CC(=C2C1)OCCCCN1CCN(CC1)C1CCN(CC1)C1=NC=C(C(=O)N2CCC(CC2)CCCCNC(\C=C\C=2C=NC=CC2)=O)C=C1)=O)=O (E)-N-(4-(1-(6-(4-(4-(4-((2-(2,6-dioxopiperidin-3-yl)-1-oxoisoindolin-4-yl)oxy)butyl)piperazin-1-yl)piperidin-1-yl)nicotinoyl)piperidin-4-yl)butyl)-3-(pyridin-3-yl)acrylamide